1,1,3,3,3-pentamethyl-1-disiloxanol C[Si](O[Si](C)(C)C)(O)C